benzyl (6-aminohexyl)carbamate hydrochloride Cl.NCCCCCCNC(OCC1=CC=CC=C1)=O